([1,1'-biphenyl]-4-yl)-6-methyl-4-phenylpyridine C1(=CC=C(C=C1)C1=NC(=CC(=C1)C1=CC=CC=C1)C)C1=CC=CC=C1